4-(7-(2-amino-7-fluorobenzo[d]thiazol-4-yl)-6-chloro-8-fluoro-2-(((2s,4r)-4-fluoro-1-methylpyrrolidin-2-yl)methoxy)quinazolin-4-yl)-1,4-diazacycloheptan-2-one NC=1SC2=C(N1)C(=CC=C2F)C2=C(C=C1C(=NC(=NC1=C2F)OC[C@H]2N(C[C@@H](C2)F)C)N2CC(NCCC2)=O)Cl